OCCNCCCCCC(=O)OCCCCCCCCCCC(C)C 11-methyldodecyl 6-((2-hydroxyethyl)amino)hexanoate